(R)-8-bromo-3-(tert-butyl)-7-chloro-2,3,4,5-tetrahydrobenzo[f][1,2,5]thiadiazepine 1,1-dioxide BrC1=CC2=C(NC[C@H](NS2(=O)=O)C(C)(C)C)C=C1Cl